(1R,3S,5R)-2-(2-(3-acetyl-5-(6-(hydroxymethyl)pyridin-3-yl)-7-methyl-1H-indazol-1-yl)acetyl)-N-(6-bromo-5-fluoro-3-methylpyridin-2-yl)-5-methyl-2-azabicyclo[3.1.0]hexane-3-carboxamide C(C)(=O)C1=NN(C2=C(C=C(C=C12)C=1C=NC(=CC1)CO)C)CC(=O)N1[C@@H]2C[C@@]2(C[C@H]1C(=O)NC1=NC(=C(C=C1C)F)Br)C